ClC1=NC(=NC(=N1)Cl)NC1=CC=C(C=C1)S(=O)(=O)[O-] p-[(4,6-dichloro-1,3,5-triazin-2-yl)amino]benzenesulfonate